CCCCCCCCCCCCCCCCCCCCCCCC[C@H](C(=O)O)O The molecule is a 2-hydroxy fatty acid that is the (R)-2-hydroxy derivative of hexacosanoic acid. It is a 2-hydroxy fatty acid and a very long-chain fatty acid. It derives from a hexacosanoic acid. It is a conjugate acid of a (R)-2-hydroxyhexacosanoate.